N-(6-chloro-2-(2,6-dichloro-3,5-dimethoxyphenyl)pyrido[3,4-d]pyrimidin-4-yl)tetrahydrofuran-2-carboxamide ClC1=CC2=C(N=C(N=C2NC(=O)C2OCCC2)C2=C(C(=CC(=C2Cl)OC)OC)Cl)C=N1